C(C)(=O)O.C(C)(=O)O.C(C)(=O)O.C(C)(=O)O.C(C1=CC=CC=C1)(=O)C1=CC=CC=C1 4'-benzophenone tetraacetate